(Z)-3-(4-(2-(5-(2-(4-(1-(4-hydroxyphenyl)-2-phenylbut-1-en-1-yl)phenoxy)ethyl)-2,5-diazabicyclo[2.2.1]heptan-2-yl)ethoxy)-1-oxoisoindolin-2-yl)piperidine-2,6-dione OC1=CC=C(C=C1)/C(=C(\CC)/C1=CC=CC=C1)/C1=CC=C(OCCN2C3CN(C(C2)C3)CCOC3=C2CN(C(C2=CC=C3)=O)C3C(NC(CC3)=O)=O)C=C1